ClC1=CC(=C(N=N1)C(=O)OC)OC1=C(C(=C(C=C1)F)F)OC methyl 6-chloro-4-(3,4-difluoro-2-methoxyphenoxy)pyridazine-3-carboxylate